C(C)(C)(C)OC(=O)N1CC(CC(C1)N1N=CC(=C1C(F)F)C(=O)OCC)(F)F 5-[5-(difluoromethyl)-4-(ethoxycarbonyl)-1H-pyrazol-1-yl]-3,3-difluoropiperidine-1-carboxylic acid tert-butyl ester